tosyl-5-benzyloxy-3-trifluoroacetylindole S(=O)(=O)(C1=CC=C(C)C=C1)C=1NC2=CC=C(C=C2C1C(C(F)(F)F)=O)OCC1=CC=CC=C1